CC1=CC=C(O1)CCC(=O)[O-] 3-(5-methylfuran-2-yl)propionate